N(=C=O)C1C(CCC1)N=C=O 1,2-diisocyanato-cyclopentane